2-(4-fluorophenyl)-N-[(1S)-1-[[(1S)-3-(4-fluorophenyl)-1-(thiazole-2-carbonyl)propyl]carbamoyl]-4-hydroxy-pentyl]thiazole-5-carboxamide FC1=CC=C(C=C1)C=1SC(=CN1)C(=O)N[C@@H](CCC(C)O)C(N[C@@H](CCC1=CC=C(C=C1)F)C(=O)C=1SC=CN1)=O